C[Si](C#CC1=CC=C(S1)/C=C/C(=O)OC(C)(C)C)(C)C tert-butyl (2E)-3-{5-[2-(trimethylsilyl)ethynyl]thiophen-2-yl}prop-2-enoate